OCC(CNC(OC(C)(C)C)=O)(C)C Tert-butyl (3-hydroxy-2,2-dimethylpropyl)carbamate